SC1=CC=CC2=CC=C3C=CC=NC3=C21 10-mercaptobenzoquinoline